L-histidyl-D-valinate N[C@@H](CC1=CNC=N1)C(=O)N[C@H](C(C)C)C(=O)[O-]